ClC=1C=C(CN(C(OCC)=O)CCC2=C(C=CC(=C2)OC)OC)C=C(C1)C Ethyl (3-chloro-5-methylbenzyl)(2,5-dimethoxyphenethyl)carbamate